(S)-3-(4-amino-6-(3,3-difluoropyrrolidin-1-yl)pyrido[3,4-d]pyrimidin-8-yl)-2,4-dimethylphenol NC=1C2=C(N=CN1)C(=NC(=C2)N2CC(CC2)(F)F)C=2C(=C(C=CC2C)O)C